N-tetradecylnitrone C(CCCCCCCCCCCCC)[N+](=C)[O-]